4-isopropyl-thiadiazole-5-carboxamide C(C)(C)C=1N=NSC1C(=O)N